N1N=CC(=C1)CCCNC(=O)NC1=CC(=C(C=C1)C1=CC=NC=C1)I 1-(3-(1H-pyrazol-4-yl)propyl)-3-(3-iodo-4-(pyridin-4-yl)phenyl)urea